ClC=1C=C(C=C(C1OC1=NNC(C2=C(C=CC=C12)C)=O)Cl)N1C(NC(C(=C1)C#N)=O)=O 1-(3,5-dichloro-4-((5-methyl-4-oxo-3,4-dihydrophthalazin-1-yl)oxy)phenyl)-2,4-dioxo-1,2,3,4-tetrahydropyrimidine-5-carbonitrile